C12CN(CC(CC1)O2)C2=C(C=C(C(=C2)OC)C2=NC=C1C=C(C=3N(C1=C2)C=CN3)C3=C(C(=CC(=C3Cl)OC)OC)Cl)NC(C=C)=O N-(2-(8-oxa-3-azabicyclo[3.2.1]oct-3-yl)-5-(4-(2,6-dichloro-3,5-dimethoxyphenyl)imidazo[1,2-a][1,6]naphthyridin-8-yl)-4-methoxyphenyl)acrylamide